N-isopropyl-ethanolamine C(C)(C)NCCO